C(C)(C)(C)OC(=O)NCCOC1=C(C(=O)[O-])C=C(C=C1)[N+](=O)[O-] 2-(((tert-butoxycarbonyl) amino) ethoxy)-5-nitrobenzoate